4-(4-Amino-7-((2R,3R,4S,5S)-3,4-dihydroxy-5-((((3-methyl-5-phenylisothiazol-4-yl)methyl)thio)methyl)tetrahydrofuran-2-yl)-7H-pyrrolo[2,3-d]pyrimidin-5-yl)benzonitrile NC=1C2=C(N=CN1)N(C=C2C2=CC=C(C#N)C=C2)[C@@H]2O[C@@H]([C@H]([C@H]2O)O)CSCC=2C(=NSC2C2=CC=CC=C2)C